ClC1=C(C=C(C(=C1)Cl)OCC1=CC=C(C=C1)C#N)NC(=O)N[C@@H](C)C=1N(N=CN1)C1=NC=CC=N1 1-[2,4-dichloro-5-[(4-cyanophenyl)methoxy]phenyl]-3-[(1S)-1-(2-pyrimidin-2-yl-1,2,4-triazol-3-yl)ethyl]urea